O=C1N(C(C=C1)=O)CCOCCOCCOCCOCCOCCOCCOCCOCCC(=O)N[C@@H](C(C)C)C(N[C@@H](C)C(NC1=CC=C(C=C1)CO)=O)=O 1-(2,5-dioxo-2,5-dihydro-1H-pyrrol-1-yl)-N-[(1S)-1-{[(1S)-1-{[4-(hydroxymethyl)phenyl]carbamoyl}ethyl]carbamoyl}-2-methylpropyl]-3,6,9,12,15,18,21,24-octaoxaheptacosan-27-amide